dimethyl 4,5-bis((l-1-hydroxyundecyl)oxy)phthalate OC(CCCCCCCCCC)OC=1C=C(C(C(=O)OC)=CC1OC(CCCCCCCCCC)O)C(=O)OC